6-(4-(4-isopropylpiperazin-1-yl)phenyl)-1,2-dimethyl-N-(5-methylpyridin-2-yl)-1H-benzo[d]imidazol-4-amine C(C)(C)N1CCN(CC1)C1=CC=C(C=C1)C=1C=C(C2=C(N(C(=N2)C)C)C1)NC1=NC=C(C=C1)C